8-[(1R)-1-[(6-chloro-3-pyridyl)amino]ethyl]-3,6-dimethyl-2-(1-tetrahydropyran-2-ylindazol-6-yl)chromen-4-one ClC1=CC=C(C=N1)N[C@H](C)C=1C=C(C=C2C(C(=C(OC12)C1=CC=C2C=NN(C2=C1)C1OCCCC1)C)=O)C